C(C)(C)(C)OC(=O)N1CC(N(CC1)C(=O)C=1C=NC(=NC1)Cl)(C)C.C1OC2=CC=C(C=C2O1)C=CC(=O)O 4-methylenedioxybenzeneacrylic acid tert-butyl-4-(2-chloropyrimidine-5-carbonyl)-3,3-dimethylpiperazine-1-carboxylate